5-(8-chloro-1-hydroxy-1,2-dihydro-2,3,7-triaza-1-bora-2-naphthyl)-2-pyridinecarbonitrile ClC=1N=CC=C2C=NN(B(C12)O)C=1C=CC(=NC1)C#N